4-(sec-butoxymethyl)-2-ethoxyphenol C(C)(CC)OCC1=CC(=C(C=C1)O)OCC